N-methyl-sulfamide sodium 3-((4-carboxyphenyl)amino)-2-hydroxypropanesulfonate C(=O)(O)C1=CC=C(C=C1)NCC(CS(=O)(=O)[O-])O.[Na+].CNS(=O)(=O)N